2,2-dimethylcyclohexane-1-carboxylate CC1(C(CCCC1)C(=O)[O-])C